2-(4-(amino-methyl)-4-methyl-piperidin-1-yl)-5-(4-chloro-2-ethyl-2H-indazol-5-yl)-3-methyl-3,7-dihydro-4H-pyrrolo[2,3-d]pyrimidin-4-one NCC1(CCN(CC1)C=1N(C(C2=C(N1)NC=C2C2=C(C1=CN(N=C1C=C2)CC)Cl)=O)C)C